2,5-dioxopyrrolidin-1-yl (1r,4r)-4-(((tert-butoxycarbonyl)amino)methyl)cyclohexane-1-carboxylate C(C)(C)(C)OC(=O)NCC1CCC(CC1)C(=O)ON1C(CCC1=O)=O